BrC1=C2C=C3N(C2=CC=C1)C=1C=CC=CC1C3=O 1-bromo-10H-indolo[1,2-a]indol-10-one